CCCCCC/C=C\CCCCCCCC(=O)OC[C@H](COP(=O)([O-])OCC[N+](C)(C)C)OC(=O)CCCCCCC/C=C\CCCC 1-(9Z-hexadecenoyl)-2-(9Z-tetradecenoyl)-glycero-3-phosphocholine